C(C)N(C(C1=CC=C(C=C1)C1=NC2=C(N1)C1=CC=CC=C1C=1C=CC=CC12)=O)CC N,N-diethyl-4-(1H-phenanthro[9,10-d]imidazol-2-yl)benzamide